CC1=CC(=CC=C1)OC2=CC=CC(=C2)C Ditolylether